CCCCCC(=O)OC[C@H](COP(=O)(O)OCCN)OC(=O)CCCCC The molecule is a 1,2-diacyl-sn-glycero-3-phosphoethanolamine in which the acyl groups at positions 1 and 2 are both specified as hexanoyl. It derives from a hexanoic acid. It is a tautomer of a 1,2-dihexanoyl-sn-glycero-3-phosphoethanolamine zwitterion.